4-bromo-1-[(propoxycarbonyl)amino]pyrrole-2-carboxamide BrC=1C=C(N(C1)NC(=O)OCCC)C(=O)N